ClC1=CN(C2=CC=C(C=C12)CNC(C(=O)O)C)C1=NOC(=N1)C=1C=NC(=C(C1)Cl)OC(C)C (((3-chloro-1-(5-(5-chloro-6-isopropoxypyridin-3-yl)-1,2,4-oxadiazol-3-yl)-1H-indol-5-yl)methyl)amino)propionic acid